4-(((2Z)-5-(4-bromobenzylidene)-3-cyclohexyl-4-oxothiazolidin-2-ylidene)amino)benzenesulphonamide BrC1=CC=C(C=C2C(N(/C(/S2)=N/C2=CC=C(C=C2)S(=O)(=O)N)C2CCCCC2)=O)C=C1